2-trifluoromethyladenosine FC(C=1N=C(C=2N=CN([C@H]3[C@H](O)[C@H](O)[C@@H](CO)O3)C2N1)N)(F)F